1-(2,2-difluoroethyl)-3-iodo-6-(2-(6-methyl-2-(trifluoromethyl)pyrimidin-4-yl)-2,6-diazaspiro[3.4]octan-6-yl)-1H-pyrazolo[3,4-b]pyrazine FC(CN1N=C(C=2C1=NC(=CN2)N2CC1(CN(C1)C1=NC(=NC(=C1)C)C(F)(F)F)CC2)I)F